COC1=CC=C(C=C1)CN1C(C(CCC1=O)N1C(C2=CC=C(C=C2C1)O[C@@H]1CN(C[C@@H]1C)C(=O)OC(C)(C)C)=O)=O tert-butyl (3S,4S)-3-[2-[1-[(4-methoxyphenyl)methyl]-2,6-dioxo-3-piperidyl]-1-oxo-isoindolin-5-yl]oxy-4-methyl-pyrrolidine-1-carboxylate